bis(4-(4-cyanatophenoxy)phenyl) ketone O(C#N)C1=CC=C(OC2=CC=C(C=C2)C(=O)C2=CC=C(C=C2)OC2=CC=C(C=C2)OC#N)C=C1